(S)-methyl 2-(((benzyloxy)carbonyl)amino)-3-hydroxypropanoate C(C1=CC=CC=C1)OC(=O)N[C@H](C(=O)OC)CO